BrC=1C=C(C=NC1)N1C(N(CC1)CC1=CC=C(C=C1)NC(OC(C)(C)C)=O)=O tert-butyl (4-((3-(5-bromopyridin-3-yl)-2-oxoimidazolidin-1-yl)methyl)phenyl)carbamate